C(C)(C)[Si]1(O[Si](O[Si](O[Si](O[Si](O[Si](O1)(CC=C)C(C)C)(CC=C)C(C)C)(CC=C)C(C)C)(CC=C)C(C)C)(CC=C)C(C)C)CC=C hexaisopropyl-hexaallylcyclohexasiloxane